C(C)OC=1C=C(C=CC1C=1NC(C2=C(N1)NN=N2)=O)C2=CC(=CC=C2)C(=O)O 3'-ethoxy-4'-(7-oxo-6,7-dihydro-3H-[1,2,3]triazolo[4,5-d]pyrimidin-5-yl)-[1,1'-biphenyl]-3-carboxylic acid